(S)-3-(3-(4-hydroxy-1,5-dimethyl-2-oxo-1,2-dihydropyridin-3-yl)ureido)-3-(2'-methylbiphenyl-3-yl)propanoic acid ethyl ester C(C)OC(C[C@@H](C=1C=C(C=CC1)C1=C(C=CC=C1)C)NC(=O)NC=1C(N(C=C(C1O)C)C)=O)=O